6-((1-(methoxycarbonyl)cyclohexyl)carbamoyl)picolinate COC(=O)C1(CCCCC1)NC(=O)C1=CC=CC(=N1)C(=O)[O-]